4-amino-2'-[(2R)-2-methyl-3-{[(5R)-5-methyl-5,6,7,8-tetrahydroquinolin-4-yl]oxy}propyl]-2',3'-dihydrospiro[cyclohexane-1,1'-indene]-4-carboxylic acid methyl ester COC(=O)C1(CCC2(C(CC3=CC=CC=C23)C[C@H](COC2=CC=NC=3CCC[C@H](C23)C)C)CC1)N